COC=1C(=NC=CC1C1=NN(C=N1)C)NC1=C(N=NC(=C1)NC1=CC=C(C=N1)N1C(C(=CC=C1)C(F)(F)F)=O)C(=O)NC([2H])([2H])[2H] 4-{[3-methoxy-4-(1-methyl-1H-1,2,4-triazol-3-yl)pyridin-2-yl]amino}-N-(2H3)methyl-6-{[2-oxo-3-(trifluoromethyl)-2H-[1,3'-bipyridin]-6'-yl]amino}pyridazine-3-carboxamide